CC1=C(C=CC(=C1)C)CN(C1=C(C(=NC=N1)NCC1=CC=C(C=C1)CC(=O)N)F)C 2-[4-[[[6-[(2,4-dimethylphenyl)methyl-methyl-amino]-5-fluoro-pyrimidin-4-yl]amino]methyl]phenyl]acetamide